(R)-4-((1-(3-(difluoromethyl)-2-fluorophenyl)ethyl)amino)-6-(1-(fluoromethyl)cyclopropyl)-2-Methyl-8-(2-oxa-6-azaspiro[3.3]heptan-6-yl)pyrido[4,3-d]pyrimidin-7(6H)-one FC(C=1C(=C(C=CC1)[C@@H](C)NC=1C=2C(N=C(N1)C)=C(C(N(C2)C2(CC2)CF)=O)N2CC1(COC1)C2)F)F